N(=[N+]=[N-])C(C1=CN=C2N1CCN(C2)C2=C(C(NN=C2)=O)Cl)C2=C(C=CC(=C2)F)Cl 5-(3-(azido(2-chloro-5-fluorophenyl)methyl)-5,6-dihydroimidazo[1,2-a]pyrazin-7(8H)-yl)-4-chloropyridazin-3(2H)-one